C(N)(=O)C1CCC(CC1)NC1=NC(=NC=C1C(=O)N)NC1CCCCC1 4-((1s,4s)-4-carbamoylcyclohexylamino)-2-(cyclohexylamino)pyrimidine-5-carboxamide